O[C@@H]1CC2=C[C@H]([C@H]3[C@@H]4CC[C@H]([C@@H](CCCC(C(=O)O)(C)O)C)[C@]4(CC[C@@H]3[C@]2(CC1)C)C)O 3β,7α,25-trihydroxy-5-cholestenoic acid